1,4-bis-(4-fluorobenzoyl)-benzene FC1=CC=C(C(=O)C2=CC=C(C=C2)C(C2=CC=C(C=C2)F)=O)C=C1